ClC=1C(=NC(=NC1)C1(CC(=C(C=C1)N(C)CCN(C)C)[N+](=O)[O-])N)C1=CN(C2=C(C=CC=C12)F)C 4-(5-chloro-4-(7-fluoro-1-methyl-1H-indol-3-yl)pyrimidin-2-yl)-N1-(2-(dimethylamino)ethyl)-N1-methyl-2-nitrobenzene-1,4-diamine